CNC[C@H](O)[C@@H](O)[C@H](O)[C@H](O)CO L-1-N-methyl-glucamine